3-(2,2,2-trifluoro-1-methylethoxy)phenoxathiin-10,10-dioxide FC(C(OC=1C=CC=2S(C3=CC=CC=C3OC2C1)(=O)=O)C)(F)F